COC([C@H](C[C@@H]1OC2=C(N(C1=O)C)C=CC=C2)NC(=O)OC(C)(C)C)=O.BrCC#C 3-Bromopropyne methyl-(2S)-2-(tert-butoxycarbonylamino)-3-[(2S)-4-methyl-3-oxo-1,4-benzoxazin-2-yl]propanoate